C(C1=CC=C(C(=O)[O-])C=C1)(=O)[O-].[OH-].[Al+3] Aluminum hydroxide terephthalate